FC(CC=1NC=2C(N1)=CCCC2)(F)F trifluoroethyl-5,6-dihydro-benzimidazol